S1C(=NC2=C1C1=C(CNN=C1)N2)C=O 5,6-dihydro-4H-thiazolo[5',4':4,5]Pyrrolo[2,3-d]Pyridazine-2-carbaldehyde